4-(3,4-dichlorophenyl)-5-methyl-2-(3-thienyl)imidazole ethyl-cis-2-((4-fluorobiphenyl-3-yl)methyl)-3-((methylsulfonyl)amino)piperidine-1-carboxylate C(C)OC(=O)N1[C@H]([C@H](CCC1)NS(=O)(=O)C)CC=1C=C(C=CC1F)C1=CC=CC=C1.ClC=1C=C(C=CC1Cl)C=1N=C(NC1C)C1=CSC=C1